C(=O)(O)C(=O)[O-].C(C)(C)(C)OC(=O)N[C@@H]1C[C@H](CC1)[NH3+] trans-3-((tert-butoxycarbonyl)amino)cyclopentanaminium carboxyformate